4-hydroxy-phenylpropionate OC1=CC=C(C=C1)OC(CC)=O